C(C1=CN=CC=C1)(=O)OC\C=C(/C)\CCC[C@H](C)CCC[C@H](C)CCCC(C)C phytyl nicotinate